((3R,3'R)-3'-hydroxy-1,4-dihydro-2H-spiro[isoquinoline-3,4'-piperidin]-1'-yl)(4-hydroxy-3-(2,2,2-trifluoroethyl)quinolin-7-yl)methanone O[C@@H]1CN(CC[C@@]12NCC1=CC=CC=C1C2)C(=O)C2=CC=C1C(=C(C=NC1=C2)CC(F)(F)F)O